(1S,2S)-2-fluoro-N-(3-(6-(1-hydroxybutyl)-4-methylpyridin-3-yl)-1-methyl-2-oxo-1,2-dihydro-1,6-naphthyridin-7-yl)cyclopropane-1-carboxamide F[C@@H]1[C@@H](C1)C(=O)NC1=NC=C2C=C(C(N(C2=C1)C)=O)C=1C=NC(=CC1C)C(CCC)O